tert-butyl 3-[1-(3-bromophenyl)cyclopropyl](methyl)carbamoyl-4H,5H,6H,7H-pyrazolo[1,5-a]pyrazine-5-carboxylate BrC=1C=C(C=CC1)C1(CC1)C=1C(=NN2C1CN(CC2)C(=O)OC(C)(C)C)C(NC)=O